(2S,4R,4aR)-2,4-dimethyl-8-(oxazol-5-yl)-2,4,4a,6-tetrahydro-1H,1'H-spiro-[[1,4]oxazino[4,3-a]quinoline-5,5'-pyrimidine]-2',4',6'(3'H)-trione C[C@H]1CN2[C@@H]([C@H](O1)C)C1(C(NC(NC1=O)=O)=O)CC1=CC(=CC=C21)C2=CN=CO2